N-[2-(Furan-2-yl)-8-hydroxy-6-[4-[(E)-3-oxo-3-phenylprop-1-enyl]phenoxy]-4,4a,6,7,8,8a-hexahydropyrano[3,2-d][1,3]dioxin-7-yl]acetamide O1C(=CC=C1)C1OCC2C(O1)C(C(C(O2)OC2=CC=C(C=C2)\C=C\C(C2=CC=CC=C2)=O)NC(C)=O)O